dimethoxymonochlorosilane CO[SiH](Cl)OC